1-(2-bromoethoxy)-2-chlorobenzene BrCCOC1=C(C=CC=C1)Cl